5-bromo-2-methyl-1-(methylsulfonyl)-3-(trifluoromethyl)benzene BrC=1C=C(C(=C(C1)S(=O)(=O)C)C)C(F)(F)F